4-(2-chloro-5-(cyclopropylmethoxy)phenoxy)-1H-1,2,3-triazole-5-carboxylic acid ClC1=C(OC=2N=NNC2C(=O)O)C=C(C=C1)OCC1CC1